F[C@H](CNC(=O)N1CC2(CC2)CC1)C N-((S)-2-fluoropropyl)-5-azaspiro[2.4]heptane-5-carboxamide